dicyclohexyl-(trifluoromethanesulfonyl)borane C1(CCCCC1)B(S(=O)(=O)C(F)(F)F)C1CCCCC1